COC(=O)[C@H]1NCCSC1 (R)-thiomorpholine-3-carboxylic acid methyl ester